C1(CC1)C(=O)N1CCC=2C=C(N=CC2C1)S(=O)(=O)N([C@@H](C)C1=CC=C(C=C1)F)CC (S)-7-(cyclopropanecarbonyl)-N-ethyl-N-(1-(4-fluorophenyl)ethyl)-5,6,7,8-tetrahydro-2,7-naphthyridine-3-sulfonamide